1-ethoxy-1,1,2,2,3,3,4,4,4-nonafluoro-butane C(C)OC(C(C(C(F)(F)F)(F)F)(F)F)(F)F